FC=1C=C(OC2=CC=C(C=N2)CN2C(C(=C(CC2)O)C(=O)NCC(=O)O)=O)C=CC1C N-[(1-{[6-(3-fluoro-4-methylphenoxy)-3-pyridinyl]methyl}-4-hydroxy-2-oxo-1,2,5,6-tetrahydro-3-pyridinyl)carbonyl]glycine